ClC1=C(C(=C(C=C1OC)OC)Cl)NC1=NC=CC=C1C1=NC(=NC=N1)NC1=CC=C(C=C1)N1CCOCC1 (2-((2,6-dichloro-3,5-dimethoxyphenyl)amino)pyridin-3-yl)-N-(4-morpholinophenyl)-1,3,5-triazin-2-amine